tert-butyl (R)-3-(2-fluoro-4-(1-methyl-1H-1,2,3-triazol-4-yl)-N-(3-(prop-1-en-2-yl)thieno[3,2-c]pyridin-4-yl)benzamido)piperidine-1-carboxylate FC1=C(C(=O)N(C2=NC=CC3=C2C(=CS3)C(=C)C)[C@H]3CN(CCC3)C(=O)OC(C)(C)C)C=CC(=C1)C=1N=NN(C1)C